C(C)(C)(C)C1=NN(C(=C1)NC(=O)NC1=C(C=C(C=C1)OC1=CC=NC=2NC(CCC12)=O)SC)C1=CC=C(C=C1)C 1-(3-(tert-butyl)-1-(p-tolyl)-1H-pyrazol-5-yl)-3-(2-(methylthio)-4-((7-keto-5,6,7,8-tetrahydro-1,8-naphthyridin-4-yl)oxy)phenyl)urea